rac-7-(4-azaspiro[2.5]octane-7-yl)-2-(2-chloroimidazo[1,2-b]pyridazin-6-yl)pyrido[1,2-a]pyrimidin-4-one C1CC12NCC[C@H](C2)C=2C=CC=1N(C(C=C(N1)C=1C=CC=3N(N1)C=C(N3)Cl)=O)C2 |r|